C(C=C)C1CCC2N(N3C(C(N2C)=O)=C(C(C=C3)=O)O)C1C1=C(C=CC=C1)Cl 2-allyl-1-(2-chlorophenyl)-7-hydroxy-5-methyl-1,2,3,4,4a,5-hexahydrodipyrido[1,2-b:2',1'-f][1,2,4]triazine-6,8-dione